F[C@H]1CN(CC1)C1=CC=C(C=N1)C=1SC=2C(=NC=C(C2)N2CCNCC2)N1 (R)-2-(6-(3-fluoropyrrolidin-1-yl)pyridin-3-yl)-6-(piperazin-1-yl)thiazolo[4,5-b]pyridine